3-{[4-(4-morpholinyl)-1-piperidinyl]methyl}-N-(1-phenylcyclopropyl)-7-(propoxy)-2-[3-(trifluoromethyl)phenyl]-4-quinolinecarboxamide N1(CCOCC1)C1CCN(CC1)CC=1C(=NC2=CC(=CC=C2C1C(=O)NC1(CC1)C1=CC=CC=C1)OCCC)C1=CC(=CC=C1)C(F)(F)F